NC1=NC=NN2C1=C(C=C2C2=NN(C=C2)C)C2=CC(=C(C=C2)NC(CC2CC2)=O)OC N-(4-(4-amino-7-(1-methyl-1H-pyrazol-3-yl)pyrrolo[2,1-f][1,2,4]triazin-5-yl)-2-methoxyphenyl)-2-cyclopropylacetamide